(S)-N-(1-(4-chlorophenyl)ethyl)-2-(4-oxothieno[2,3-d][1,2,3]triazin-3(4H)yl)acetamide ClC1=CC=C(C=C1)[C@H](C)NC(CN1N=NC2=C(C1=O)C=CS2)=O